2,2-difluoro-1-methyl-N-(2-oxo-3-(pyridine-4-yl)propyl)cyclopropane-1-carboxamide FC1(C(C1)(C(=O)NCC(CC1=CC=NC=C1)=O)C)F